C(CN([C@@H](CCC(=O)O)C(=O)O)CC(=O)O)(=O)O glutamic acid-diacetic acid